CN1N=CC(=C1)S(=O)(=O)N1CCC(CC1)NC1=NC=C(C(=N1)C1=CC2=C(CNC2=O)S1)C(F)(F)F 2-(2-((1-((1-methyl-1H-pyrazol-4-yl)sulfonyl)piperidin-4-yl)amino)-5-(trifluoromethyl)pyrimidin-4-yl)-5,6-dihydro-4H-thieno[2,3-c]pyrrol-4-one